(R)-2-(3-((4-(2-hydroxy-4-(trifluoromethyl)phenyl)-6-methyl-6,7-dihydro-5H-pyrrolo[3,4-d]pyridazin-1-yl)amino)piperidin-1-yl)-1-(4-hydroxypiperidin-1-yl)ethan-1-one OC1=C(C=CC(=C1)C(F)(F)F)C=1C2=C(C(=NN1)N[C@H]1CN(CCC1)CC(=O)N1CCC(CC1)O)CN(C2)C